2-chloro-5-(4,4,5,5-tetramethyl-1,3,2-dioxaborolan-2-yl)pyridine-3-carbonitrile ClC1=NC=C(C=C1C#N)B1OC(C(O1)(C)C)(C)C